ClC(S(=O)(=O)[O-])C1CC2(C(N(CC3=CC=CC=C23)C)=O)C1 chloro-2'-methyl-3'-oxo-2',3'-dihydro-1'H-spiro[cyclobutane-1,4'-isoquinoline]-3-ylmethanesulfonate